C(C)(C)(C)OC(=O)N1C([C@@]2(C3=CC(=CC=C13)OC)[C@@H](C2)C2=CC=C1C(=NN(C1=C2)C(=O)OC(C)(C)C)NC2=NC=C(C=C2OCC)S(=O)(=O)CC)=O (1R,2S)-2-[1-(tert-Butoxycarbonyl)-3-{[5-(ethylsulfonyl)-3-ethoxypyridin-2-yl]amino}indazol-6-yl]-5'-methoxy-2'-oxospiro[cyclopropane-1,3'-indole]-1'-carboxylic acid tert-butyl ester